C1(CC1)C=1OC(=CN1)[C@@H]1OCC[C@H](C1)C1=NC2=NC(=C(N=C2C(=N1)C1=C(C=C(C=C1)F)F)C)C 2-cyclopropyl-5-[(2R,4R)-4-[4-(2,4-difluorophenyl)-6,7-dimethyl-pteridin-2-yl]tetrahydropyran-2-yl]oxazole